4-{5-[(R)-(1,3-dimethyl-azetidin-3-yl)-hydroxy-(4-isopropyl-phenyl)-methyl]-pyridin-3-yl}-2-(1-methyl-1H-imidazol-2-yl)-but-3-yn-2-ol CN1CC(C1)(C)[C@@](C=1C=C(C=NC1)C#CC(C)(O)C=1N(C=CN1)C)(C1=CC=C(C=C1)C(C)C)O